((2-(3,7-dimethylocta-2,6-dien-1-yl)-5-pentyl-1,3-phenylene)bis(oxy))bis(ethane-1,1-diyl) diethyl bis(carbonate) C(OC(C)OC=1C(=C(C=C(C1)CCCCC)OC(C)OC(OCC)=O)CC=C(CCC=C(C)C)C)(OCC)=O